N[C@@H]1C2=CC=CC=C2CC12CCN(CC2)C=2NC(C1=C(N2)NN=C1C1(C(C1)(Cl)Cl)C1=CC=CC=C1)=O 6-((S)-1-amino-1,3-dihydrospiro[indene-2,4'-piperidine]-1'-yl)-3-(2,2-dichloro-1-phenylcyclopropyl)-1,5-dihydro-4H-pyrazolo[3,4-d]pyrimidin-4-one